BrC=1C(=C(C(=O)NC)C=C(C1)C)I 3-bromo-2-iodo-N,5-dimethyl-benzamide